NC1=C(CNC(N(C)C)=O)C=CC=C1N 3-(2,3-diaminobenzyl)-1,1-dimethylurea